cis-2-methyl-5-(1-methylvinyl)-2-cyclohexen-1-ol CC=1[C@H](C[C@H](CC1)C(=C)C)O